COC(=O)C1=NNC(=C1)C1=CC(=CC=C1)OC1CC1 5-(3-Cyclopropoxyphenyl)-1H-pyrazole-3-carboxylic acid methyl ester